FC(C1=CC=2C3=C(C=NC2C=C1)N=C(N3[C@H]3C[C@H](OCC3)C)[C@@H]3COCC3)F 8-(difluoromethyl)-1-((2R,4R)-2-methyltetrahydro-2H-pyran-4-yl)-2-((R)-tetrahydrofuran-3-yl)-1H-imidazo[4,5-c]quinoline